1-(4-(4-((3-(4-(4-amino-3-(4-phenoxyphenyl)-1H-pyrazolo[3,4-d]pyrimidin-1-yl)piperidin-1-yl)pyrrolidin-1-yl)methyl)piperidin-1-yl)phenyl)dihydropyrimidine-2,4(1H,3H)-dione NC1=C2C(=NC=N1)N(N=C2C2=CC=C(C=C2)OC2=CC=CC=C2)C2CCN(CC2)C2CN(CC2)CC2CCN(CC2)C2=CC=C(C=C2)N2C(NC(CC2)=O)=O